(S)-4-methylbenzenesulfonic acid 2-amino-2-oxo-1-phenylethyl ester NC([C@H](C1=CC=CC=C1)OS(=O)(=O)C1=CC=C(C=C1)C)=O